C(C)(=O)N1CCN(CC1)C=1N=C(C=2C(N1)=C(N(N2)C(C)C)C(=O)N)NC(C)C=2C=NC1=CC=CC=C1C2 5-(4-acetyl-piperazin-1-yl)-2-isopropyl-7-(1-quinolin-3-yl-ethylamino)-2H-pyrazolo[4,3-d]pyrimidine-3-carboxylic acid amide